2-chloro-4,6-bis(heptadecan-9-yloxy)-1,3,5-triazine ClC1=NC(=NC(=N1)OC(CCCCCCCC)CCCCCCCC)OC(CCCCCCCC)CCCCCCCC